2-{[tert-butyl-(dimethyl)silyl]oxy}ethan-1-ol C(C)(C)(C)[Si](OCCO)(C)C